2'''-fluoro-4'''-methoxy-3'''-nitro-[1,1':2',1'':2'',1'''-quaterphenyl]-2-amine FC1=C(C=CC(=C1[N+](=O)[O-])OC)C=1C(=CC=CC1)C=1C(=CC=CC1)C=1C(=CC=CC1)N